Iridium-Cobalt [Co].[Ir]